O=C1NC(CCC1N1C(C2=CC=C(C=C2C1=O)N1CCC(CC1)NCC1=C(C=C(C=C1)NC1=NC=C(C(=C1)NC1=C(C(=O)NC)C=CC=C1)C(F)(F)F)F)=O)=O 2-((2-((4-(((1-(2-(2,6-dioxopiperidin-3-yl)-1,3-dioxoisoindolin-5-yl)piperidin-4-yl)amino)-methyl)-3-fluorophenyl)amino)-5-(trifluoromethyl)pyridin-4-yl)amino)-N-methyl-benzamide